leucine-d10 N([C@@](C(C(C([2H])([2H])[2H])(C[2H])[2H])([2H])[2H])(C(=O)O)[2H])([2H])[2H]